(RS)-4-Chloro-N-[4-(2-pyrrolidin-3-yl-ethyl)-phenyl]-benzamid ClC1=CC=C(C(=O)NC2=CC=C(C=C2)CC[C@H]2CNCC2)C=C1 |r|